BrCC(CCN1C(C2=CC=CC=C2C1=O)=O)=O 2-(4-bromo-3-oxo-butyl)isoindoline-1,3-dione